zinc (II) 10-undecenoate C(CCCCCCCCC=C)(=O)[O-].[Zn+2].C(CCCCCCCCC=C)(=O)[O-]